O=C1NC(CCC1N1C(N(C2=C1C=CC(=C2)CCCOCCOCC(=O)OC(C)(C)C)C)=O)=O Tert-butyl 2-[2-[3-[1-(2,6-dioxo-3-piperidyl)-3-methyl-2-oxo-benzimidazol-5-yl]propoxy] ethoxy]acetate